tert-butyl 3-(6-methoxypyridazin-3-yl)-4-oxopiperidine-1-carboxylate COC1=CC=C(N=N1)C1CN(CCC1=O)C(=O)OC(C)(C)C